2-{[([1,1'-biphenyl]-3-yl)oxy]methyl}oxirane C1(=CC(=CC=C1)OCC1OC1)C1=CC=CC=C1